tert-butyl 4-(1-(3-bromo-2-cyanophenyl)-3-isopropyl-3-methyl-2-oxoindolin-5-yl)piperidine-1-carboxylate BrC=1C(=C(C=CC1)N1C(C(C2=CC(=CC=C12)C1CCN(CC1)C(=O)OC(C)(C)C)(C)C(C)C)=O)C#N